2-O-α-L-rhamnosyl-β-D-glucose [C@@H]1([C@H](O)[C@H](O)[C@@H](O)[C@@H](O1)C)O[C@H]1[C@H](O)O[C@@H]([C@H]([C@@H]1O)O)CO